C(C)(C)NP1C(CCC(C1)C1=CC=CC=C1)C1=CC=CC=C1 (rac)-N-isopropyl-2,5-diphenylphosphinan-1-amine